BrC1=CC=C(OC[C@@H]2O[C@@H](COC2)COC)C=C1 (2r,6r)-2-((4-bromophenoxy)methyl)-6-(methoxymethyl)-1,4-dioxan